C(#CC)C1=NC=CC(=C1)B(O)O 2-(PROP-1-YNYL)PYRIDIN-4-YLBORONIC ACID